tert-Butyl 4-(3-((4-(((benzyloxy)carbonyl)amino)piperidin-1-yl)sulfonyl)phenyl)-piperazine-1-carboxylate C(C1=CC=CC=C1)OC(=O)NC1CCN(CC1)S(=O)(=O)C=1C=C(C=CC1)N1CCN(CC1)C(=O)OC(C)(C)C